(S)-6-((tert-butyldimethylsilyl)oxy)-4-(2,7-dichloro-8-fluoro-5-methoxypyrido[4,3-d]pyrimidin-4-yl)-6-methyl-1,4-oxazepane [Si](C)(C)(C(C)(C)C)O[C@]1(CN(CCOC1)C=1C2=C(N=C(N1)Cl)C(=C(N=C2OC)Cl)F)C